CN([C@@H]1CN(C[C@H]1F)C=1N=C(C2=C(N1)C(=C(N=C2)C2=CC(=CC1=CC=C(C(=C21)C#C)F)O)F)N2CCCCC2)C 4-{2-[(3R,4R)-3-(dimethylamino)-4-fluoropyrrolidin-1-yl]-8-fluoro-4-(piperidin-1-yl)pyrido[4,3-d]pyrimidin-7-yl}-5-ethynyl-6-fluoronaphthalen-2-ol